N-(6-chloro-4-methoxypyridin-3-yl)-1-isobutyl-3-(2-isopropylphenyl)azetidine-3-carboxamide ClC1=CC(=C(C=N1)NC(=O)C1(CN(C1)CC(C)C)C1=C(C=CC=C1)C(C)C)OC